C(C1=CC=CC=C1)C1=CC(=NO1)C(=O)N[C@@H]1C(N2[C@@H](COC1)CCC2)=O 5-benzyl-N-((4S,9aR)-5-oxohexahydro-1H,3H-pyrrolo[2,1-c][1,4]oxazepin-4-yl)isoxazole-3-carboxamide